tert-butyl 4-(aminomethyl)-3,3,5,5-tetradeuterio-piperidine-1-carboxylate NCC1C(CN(CC1([2H])[2H])C(=O)OC(C)(C)C)([2H])[2H]